Br.ClC=1C=C(C=CC1F)\N=C(/N)\SCC1=C(C=CC=C1)CC(=O)NC 2-(2-(Methylamino)-2-oxoethyl)benzyl (E)-N'-(3-chloro-4-fluorophenyl)carbamimidothioate hydrobromide